CN(CCCNC(C(C(CO)(C)C)O)=O)C N-(3-(dimethylamino)propyl)-2,4-dihydroxy-3,3-dimethylbutanamide